C1(CCCCC1)(CC(=O)N)CC(=O)O 1,1-cyclohexanediacetic acid monoamide